FC(COC1=C(C=C(C(=N1)OC)NS(=O)(=O)C1=CNC2=NC(=CC=C21)C(F)F)F)F N-[6-(2,2-Difluoroethoxy)-5-fluoro-2-methoxypyridin-3-yl]-6-(difluoromethyl)-1H-pyrrolo[2,3-b]pyridin-3-sulfonamid